4-[5-(2-aminoethyl)pyrimidin-2-yl]-3-(2-methyl-6-pyridin-2-ylpyrimidin-4-yl)oxybenzonitrile NCCC=1C=NC(=NC1)C1=C(C=C(C#N)C=C1)OC1=NC(=NC(=C1)C1=NC=CC=C1)C